4-(4-((2-(2,6-dioxopiperidin-3-yl)-1-oxoisoindolin-5-yl)methyl)piperazin-1-yl)-N-(5-((R)-2-methoxy-2-phenylacetyl)-1,4,5,6-tetrahydropyrrolo[3,4-c]pyrazol-3-yl)benzamide O=C1NC(CCC1N1C(C2=CC=C(C=C2C1)CN1CCN(CC1)C1=CC=C(C(=O)NC=2C3=C(NN2)CN(C3)C([C@@H](C3=CC=CC=C3)OC)=O)C=C1)=O)=O